N1N=CC(=C1)C1=NC=2C(=C3C(=NC2)NC=C3)N1C1CCC(CC1)CC#N 2-((1r,4r)-4-(2-(1H-pyrazol-4-yl)imidazo[4,5-d]pyrrolo[2,3-b]pyridin-1(6H)-yl)cyclohexyl)acetonitrile